FC1=CC(=C(C=C1C=1C=NC(=NC1)N1CCOCC1)NC(=O)C1=CN(C(C=C1C(F)(F)F)=O)C)N1C[C@@H](CC1)N(C)CC1CC1 N-[4-fluoro-5-(2-morpholin-4-ylpyrimidin-5-yl)-2-[(3R)-3-[cyclopropylmethyl(methyl)amino]pyrrolidin-1-yl]phenyl]-1-methyl-6-oxo-4-(trifluoromethyl)pyridine-3-carboxamide